METHYL-4-ISOCYANO-3-METHYL-BENZOATE COC(C1=CC(=C(C=C1)[N+]#[C-])C)=O